C1(CCC1)CNCC1=CC=2C(=NC(=CC2)CNC(=O)C=2N=C3N(C(C2)=O)C=CC=C3)N1 N-[[2-[(cyclobutylmethylamino)methyl]-1H-pyrrolo[2,3-b]pyridin-6-yl]methyl]-4-oxo-pyrido[1,2-a]pyrimidine-2-carboxamide